FC=1C=CC(=C2CCC(C12)=O)[N+](=O)[O-] 7-fluoro-4-nitro-2,3-dihydro-1H-inden-1-one